6-chloro-2-methyl-3-(methylamino)-4-nitropyridine 1-oxide ClC1=CC(=C(C(=[N+]1[O-])C)NC)[N+](=O)[O-]